(S)-2-amino-3-(6-methoxy-1H-indol-3-yl)propanoic acid N[C@H](C(=O)O)CC1=CNC2=CC(=CC=C12)OC